(R)-1-(1-(2,2,2-trifluoroethyl)-1H-pyrrolo[2,3-c]pyridin-5-yl)ethan-1-amine hydrochloride Cl.FC(CN1C=CC=2C1=CN=C(C2)[C@@H](C)N)(F)F